COC[C@@H]1C[C@@H]([C@@H](N1C(=O)OCC1=CC=CC=C1)CO[Si](CC)(CC)CC)N(C(C(F)(F)F)=O)CC1=CC=C(C=C1)OC benzyl (2R,3S,5S)-5-(methoxymethyl)-2-(((triethyl silyl)oxy)methyl)-3-(2,2,2-trifluoro-N-(4-methoxybenzyl)acetamido)pyrrolidine-1-carboxylate